1-(3-chloro-8-hydroxy-6,7,8,9-tetrahydropyrido[3,2-b]indolizin-7-yl)-2-oxopyrrolidin ClC1=CC=2C=C3CC(C(CN3C2N=C1)O)N1C(CCC1)=O